(2,2-diphenylcyclobutyl) (2S)-2-[(3-hydroxy-4-methoxy-pyridine-2-carbonyl)amino]propanoate OC=1C(=NC=CC1OC)C(=O)N[C@H](C(=O)OC1C(CC1)(C1=CC=CC=C1)C1=CC=CC=C1)C